OCCC(N(CCCCCCCCC)CCCCCCCCC)C(=O)[O-] 2-Hydroxyethyldinonylglycinate